N-[(2S,3R)-2-[([1,1'-biphenyl]-3-yl)methyl]-4,4-difluoro-1-(oxetane-2-carbonyl)pyrrolidin-3-yl]ethanesulfonamide C1(=CC(=CC=C1)C[C@@H]1N(CC([C@@H]1NS(=O)(=O)CC)(F)F)C(=O)C1OCC1)C1=CC=CC=C1